(4S)-4-(2,3-dichloro-6-hydroxyphenyl)-1-(2-hydroxyethyl)imidazolidin-2-one ClC1=C(C(=CC=C1Cl)O)[C@@H]1NC(N(C1)CCO)=O